methyl 1-((2-ethyl-6-(5-(hydroxymethyl)-1-methyl-1H-1,2,3-triazol-4-yl) pyridin-3-yl) methyl)-5,5-difluoropiperidine-3-carboxylate C(C)C1=NC(=CC=C1CN1CC(CC(C1)(F)F)C(=O)OC)C=1N=NN(C1CO)C